4-(cyclopentylamino)-N-(1-(3,4-dichlorophenyl)-2-(dimethylamino)ethyl)benzenesulfonamide methyl-3-amino-2',4'-difluoro-2-iodo-6-(trifluoromethyl)-[1,1'-biphenyl]-4-carboxylate COC(=O)C1=C(C(=C(C(=C1)C(F)(F)F)C1=C(C=C(C=C1)F)F)I)N.C1(CCCC1)NC1=CC=C(C=C1)S(=O)(=O)NC(CN(C)C)C1=CC(=C(C=C1)Cl)Cl